4-(dimethylamino)-1-(piperidin-4-ylmethyl)thieno[2,3-d]pyrimidin-2(1H)-one CN(C=1C2=C(N(C(N1)=O)CC1CCNCC1)SC=C2)C